ClCCCC1=NSC(O1)=O 5-(3-chloropropyl)-1,3,4-oxathiazol-2-one